(S)-4-(6-(6-fluoro-2-methylquinazolin-4-yl)-5,6,7,8-tetrahydro-1,6-naphthyridin-3-yl)-2-phenylmorpholine FC=1C=C2C(=NC(=NC2=CC1)C)N1CC=2C=C(C=NC2CC1)N1C[C@@H](OCC1)C1=CC=CC=C1